S1C(=NCCC1)NCCC[C@@H](C(N[C@@H]([C@H](CC)C)C(NC)=O)=O)NC(OC(C)(C)C)=O tert-butyl N-[(1S)-4-[(5,6-dihydro-4H-1,3-thiazin-2-yl)amino]-1-{[(1S,2S)-2-methyl-1-(methylcarbamoyl)butyl]carbamoyl}butyl]carbamate